N-((R)-2,3-dihydroxypropoxy)-3,4-difluoro(2-fluoro-4-iodo-phenylamino)-benzamide O[C@@H](CONC(C1=C(C(=C(C=C1)F)F)NC1=C(C=C(C=C1)I)F)=O)CO